BrC1=CC(=C(C(=C1)F)C(C(=O)OCC)=O)F ethyl 2-(4-bromo-2,6-difluorophenyl)-2-oxoacetate